(3E)-4-{4-[(5-tert-butyl-2-ethoxyphenyl)carbonyl]phenyl}but-3-en-2-one Methyl-6-methoxy-8-(4-(2,2,2-trifluoroethyl)piperidin-1-yl)quinoline-3-carboxylate COC(=O)C=1C=NC2=C(C=C(C=C2C1)OC)N1CCC(CC1)CC(F)(F)F.C(C)(C)(C)C=1C=CC(=C(C1)C(=O)C1=CC=C(C=C1)/C=C/C(C)=O)OCC